(R)-3-Hydroxy-1-methyl-3-(3-(2-(5-methyl-1-tosyl-1H-pyrrolo[2,3-b]pyridin-3-yl)thiazol-4-yl)phenyl)pyrrolidin-2-one O[C@@]1(C(N(CC1)C)=O)C1=CC(=CC=C1)C=1N=C(SC1)C1=CN(C2=NC=C(C=C21)C)S(=O)(=O)C2=CC=C(C)C=C2